C1(=CC=CC=C1)NC(OC1=C(C=C(C=C1)C=O)OC)=O 4-FORMYL-2-METHOXYPHENYL PHENYLCARBAMATE